(1s,4s)-4-(5-(imidazo[1,2-b]pyridazin-3-ylcarbamoyl)-6-methoxy-2H-indazol-2-yl)cyclohexyl methanesulfonate CS(=O)(=O)OC1CCC(CC1)N1N=C2C=C(C(=CC2=C1)C(NC1=CN=C2N1N=CC=C2)=O)OC